C1(CC1)C=1C=C(C(=C(C1)O)C1=CC=C2C(=N1)N=C(O2)N[C@H]2CN(CCC2)C)C 5-Cyclopropyl-3-methyl-2-[2-[[(3R)-1-methyl-3-piperidyl]amino]oxazolo[4,5-b]pyridin-5-yl]phenol